C1(CCC1)C=1N=NSC1CN1CC2(CN(C2)C(=O)N2CC3(C2)CC(C3)N3N=C(N=C3)C3CC3)C1 [6-[(4-cyclobutylthiadiazol-5-yl)methyl]-2,6-diazaspiro[3.3]heptan-2-yl]-[6-(3-cyclopropyl-1,2,4-triazol-1-yl)-2-azaspiro[3.3]heptan-2-yl]methanone